CN(C)\C=C(/C(=O)OCC)\C(C)=O ethyl (Z)-2-((dimethylamino) methylene)-3-oxobutanoate